CN1CCC=C2C3=C4N(CC12)C=CC4=CC=C3 8-methyl-7a,8,9,10-tetrahydro-7H-indolo[7,1-fg][1,7]naphthyridine